ClC=1C(=C(NC2=C(NC3=C2C(NCC3)=O)C3=C(C=NC=C3)OCC3OCC3)C=CC1F)OC 3-(3-chloro-4-fluoro-2-methoxyanilino)-2-{3-[(oxetan-2-yl)methoxy]pyridin-4-yl}-1,5,6,7-tetrahydro-4H-pyrrolo[3,2-c]pyridin-4-one